2-((1-(3-Fluoropyridin-2-yl)ethyl)(pyrazolo[1,5-a]pyridin-6-ylmethyl)amino)-2-oxoacetic acid methyl ester COC(C(=O)N(CC=1C=CC=2N(C1)N=CC2)C(C)C2=NC=CC=C2F)=O